ethyl 3-{1-[4-(benzyloxy)butyl]-4-methyl-1H-benzotriazol-5-yl}-3-(3-{[6-(benzyloxy)-2,2-dioxo-2H-1,2λ6,3-benzoxathiazin-3(4H)-yl]methyl}-4,5-dimethoxyphenyl)propanoate C(C1=CC=CC=C1)OCCCCN1N=NC2=C1C=CC(=C2C)C(CC(=O)OCC)C2=CC(=C(C(=C2)OC)OC)CN2S(OC1=C(C2)C=C(C=C1)OCC1=CC=CC=C1)(=O)=O